N1(CC=CC1)C(=O)OCC1=CC=CC=C1 benzyl 2,5-dihydro-1H-pyrrole-1-carboxylate